2-((1-((7-chloro-2-methyl-1,2,3,4-tetrahydropyrrolo[1,2-a]pyrazin-6-yl)methyl)-3-oxoisoindolin-2-yl)methyl)-5-oxa-7-azaspiro[3.4]octan-6-one ClC=1C=C2N(CCN(C2)C)C1CC1N(C(C2=CC=CC=C12)=O)CC1CC2(C1)OC(NC2)=O